tert-butyl 4-{2-[(5-bromopyridin-3-yl)carbamoyl]ethyl}piperazine-1-carboxylate BrC=1C=C(C=NC1)NC(=O)CCN1CCN(CC1)C(=O)OC(C)(C)C